ClC1=C(C=CC=C1)CC(=O)NC1=CC(=C(C=C1)N1N=CN=C1)S(N)(=O)=O 2-(2-chlorophenyl)-N-[3-sulfamoyl-4-(1H-1,2,4-triazole-1-yl)phenyl]acetamide